C1(=CC=CC=C1)NC(C1=CC(=NC=C1)N1C=NN=C1)=O N-phenyl-2-(4H-1,2,4-triazol-4-yl)isonicotinamide